1,N3,N5-tris(3-(didodecyl-amino)propyl)benzene-1,3,5-tricarboxamide C(CCCCCCCCCCC)N(CCCC1(CC(=CC(=C1)C(=O)NCCCN(CCCCCCCCCCCC)CCCCCCCCCCCC)C(=O)NCCCN(CCCCCCCCCCCC)CCCCCCCCCCCC)C(=O)N)CCCCCCCCCCCC